FC1=C(C(=CC(=C1)F)OC[C@@H](C)O)C=1C2=C(C(=NC1C1=NN3C(CN(C[C@@H]3C)C(C=C)=O)=C1)OS(=O)(=O)C(F)(F)F)C=CS2 [7-[2,4-difluoro-6-[(2R)-2-hydroxypropoxy]phenyl]-6-[(7S)-7-methyl-5-prop-2-enoyl-6,7-dihydro-4H-pyrazolo[1,5-a]pyrazin-2-yl]thieno[3,2-c]pyridin-4-yl]trifluoromethanesulfonic acid